(3R,6S)-3-benzyl-6-(3-guanidinopropyl)-N-(4-hydroxyphenethyl)-8-isobutyl-4,7-dioxohexahydropyrazino[2,1-c][1,2,4]oxadiazine-1(6H)-carboxamide C(C1=CC=CC=C1)[C@@H]1C(N2C(N(O1)C(=O)NCCC1=CC=C(C=C1)O)CN(C([C@@H]2CCCNC(=N)N)=O)CC(C)C)=O